N1(CCC1)C1=CC=C2[C@@]3(CC=4C(=NOC4C2=C1)NS(=O)(=O)C1=C(C=C(C(=O)NC)C=C1OC)OC)[C@H]([C@@H]3C)F |o1:8,35,36| rel-4-(N-((1S,2S,3R)-8'-(azetidin-1-yl)-2-fluoro-3-methyl-4'H-spiro[cyclopropane-1,5'-naphtho[2,1-d]isoxazol]-3'-yl)sulfamoyl)-3,5-dimethoxy-N-methylbenzamide